5-methyl-2-(((2S,3S,4S,5S)-2,3,4,5-tetrahydroxyhexyl)glycyl)-2-azabicyclo[3.1.0]hexane-3-carboxamide CC12CC(N(C2C1)C(CNC[C@@H]([C@@H]([C@H]([C@H](C)O)O)O)O)=O)C(=O)N